(±)-3-Amino-3-(3-iodo-phenyl)-propionic acid N[C@H](CC(=O)O)C1=CC(=CC=C1)I |r|